COC(=O)C=1SC(=C(N1)C)OC1=C(C=C(C=C1)N1N=C2N(C1=O)[C@@H](CC2)C2=CC=CC=C2)F (S)-5-(2-fluoro-4-(3-oxo-5-phenyl-6,7-dihydro-3H-pyrrolo[2,1-c][1,2,4]triazol-2(5H)-yl)phenoxy)-4-methylthiazole-2-carboxylic acid methyl ester